ClC=1C=CC(=C(C1)C1=CC(N(C=C1OC)C(CC1=CC=CC=C1)C=1N=NN(C1)C1=CC=C(C(=O)O)C=C1)=O)N1N=NC(=C1)C(F)(F)F 4-(4-(1-(4-(5-chloro-2-(4-(trifluoromethyl)-1H-1,2,3-triazol-1-yl)phenyl)-5-methoxy-2-oxopyridin-1(2H)-yl)-2-phenylethyl)-1H-1,2,3-triazol-1-yl)benzoic acid